CN(C=1SC2=C(N1)SC(=N2)N2C=NC(=CC2=O)C=2C=NNC2)C2C[C@H]1CC[C@@H](C2)N1C 3-(5-{Methyl[(1R,3s,5S)-8-methyl-8-azabicyclo[3.2.1]octan-3-yl]amino}[1,3]thiazolo[5,4-d][1,3]thiazol-2-yl)-6-(1H-pyrazol-4-yl)pyrimidin-4(3H)-on